2,6-dimethoxy-N-(4-methoxy-6-((5-propioloyl-5,6-dihydropyrrolo[3,4-c]pyrazol-2(4H)-yl)methyl)benzo[d]isoxazol-3-yl)benzenesulfonamide COC1=C(C(=CC=C1)OC)S(=O)(=O)NC1=NOC2=C1C(=CC(=C2)CN2N=C1C(=C2)CN(C1)C(C#C)=O)OC